dopamine-methacrylic acid N(CCC1=CC(O)=C(O)C=C1)CC(C(=O)O)=C